1-bromo-2-(difluoromethyl)-4-nitro-benzene BrC1=C(C=C(C=C1)[N+](=O)[O-])C(F)F